C(C)C1=C(C=CC(=C1)N1CCN(CC1)C)NC1=NC=C(C(=N1)NCCCNC(C(C)(C)C)=O)C(F)(F)F N-(3-((2-((2-ethyl-4-(4-methylpiperazin-1-yl)phenyl)amino)-5-(trifluoromethyl)pyrimidin-4-yl)amino)propyl)pivalamide